C(C)(C)(C)OC(=O)N1CCN(CC1)C(=O)C=1C=C2CN(CC2=CC1)C(C1=C(C=C(C(=C1)C(C)C)O)O)=O 4-{2-[2,4-dihydroxy-5-(propan-2-yl)benzoyl]-2,3-dihydro-1H-isoindole-5-carbonyl}piperazine-1-carboxylic acid tert-butyl ester